OCCOC1=NC=CC(=N1)NC=1C=C2C(=CN=C(C2=CN1)NC)C#CC=1C=C(C=CC1)O 3-((6-((2-(2-hydroxyethoxy)pyrimidin-4-yl)amino)-1-(methylamino)-2,7-naphthyridin-4-yl)ethynyl)phenol